C(C)(=O)C1=C(SC=2C(N3CC[C@H]4COCCN4C3=NC12)=O)C (7S)-15-acetyl-14-methyl-5-oxa-13-thia-2,10,17-triazatetracyclo[8.7.0.02,7.012,16]heptadeca-1(17),12(16),14-trien-11-one